Cl.Cl.N1CC(C1)OCCCCCC1=CC=C2CCCNC2=N1 7-(5-(azetidin-3-yloxy)pentyl)-1,2,3,4-tetrahydro-1,8-naphthyridine dihydrochloride